C(C)(C)(C)NC(CN1CC2(C1)CC(C2)C(=O)NC2=CC(=CC=C2)Cl)=O 2-(2-(tert-butylamino)-2-oxoethyl)-N-(3-chlorophenyl)-2-azaspiro[3.3]heptane-6-carboxamide